(formyloxy) furan-2-carboxylate O1C(=CC=C1)C(=O)OOC=O